5-(fluoro-4-oxo-3-(trifluoromethyl)-4,5,6,7-tetrahydro-1H-indol-1-yl)benzaldehyde FC=1N(C=2CCCC(C2C1C(F)(F)F)=O)C=1C=CC=C(C=O)C1